ClC1(C=CNN1C)C 5-chloro-1,5-dimethyl-pyrazole